2-(7'-Fluoro-1'-methyl-2'-oxospiro[cyclopropane-1,3'-indoline]-5'-yl)piperidine-1-carboxylic acid tert-butyl ester C(C)(C)(C)OC(=O)N1C(CCCC1)C=1C=C2C3(C(N(C2=C(C1)F)C)=O)CC3